acetic acid cyano-6-methoxynaphthalen-2-ylmethyl ester C(#N)C(C1=CC2=CC=C(C=C2C=C1)OC)OC(C)=O